C(OCC\C=C/CC)(OC)=O [(Z)-Hex-3-enyl] methyl carbonat